2-ethyl-2-(hydroxymethyl)1,3-propanediol C(C)C(CO)(CO)CO